N-(5,7-dimethylbenzo[d]thiazol-2-yl)piperidine-4-carboxamide CC=1C=C(C2=C(N=C(S2)NC(=O)C2CCNCC2)C1)C